ClC=1C=C(C=CC1)C1=CC(=CC=C1)[C@H](CC(=O)[O-])NC(=O)NC=1C(N(C(=CC1[O-])C)C)=O.[Na+].[Na+] Natrium (S)-3-(3'-Chlorobiphenyl-3-yl)-3-(3-(1,6-dimethyl-4-oxido-2-oxo-1,2-dihydropyridin-3-yl)ureido)propanoat